BrC=1C(=CC=2C3=C(C(=NC2C1F)OC[C@H]1N(CCC1)C)NC(C1(N3)CN(C1)C(=O)OC(C)(C)C)=O)Cl tert-Butyl (S)-8'-bromo-9'-chloro-7'-fluoro-5'-((1-methylpyrrolidin-2-yl)methoxy)-3'-oxo-3',4'-dihydro-1'H-spiro[azetidine-3,2'-pyrazino[2,3-c]quinoline]-1-carboxylate